C(C)[C@H]1CCC2=NN=C(N21)C2=CC=CC(=N2)N2CC=1C(=NC(=CC1C2=O)N(C(C)C)C)CNC 2-{6-[(5S)-5-ethyl-6,7-dihydro-5H-pyrrolo[2,1-c][1,2,4]triazol-3-yl]pyridin-2-yl}-4-[(methylamino)methyl]-6-[methyl(propan-2-yl)amino]-2,3-dihydro-1H-pyrrolo[3,4-c]pyridin-1-one